2,2,6,6-tetramethyl-4-piperidyl methacrylate disulfide C(C1(CS1)C)(=[O+][S-])OC1CC(NC(C1)(C)C)(C)C